C(C)[C@]1(C(OCC=2C(N3CC=4C(=NC5=CC(=C6C(=C5C4C)NCO6)F)C3=CC21)=O)=O)O (S)-8-ethyl-4-fluoro-8-hydroxy-15-methyl-11,14-dihydro-1H-oxazolo[4,5-f]pyrano[3',4':6,7]indolizino[1,2-b]quinoline-9,12(2H,8H)-dione